(R)-2-((1-(2-cyano-7-methyl-3-(4-(1-methyl-1H-pyrazol-5-yl)piperidin-1-yl)quinoxalin-5-yl)ethyl)amino)benzoic acid C(#N)C1=NC2=CC(=CC(=C2N=C1N1CCC(CC1)C1=CC=NN1C)[C@@H](C)NC1=C(C(=O)O)C=CC=C1)C